4-methyl-8-morpholino-2H-benzo[g]chromen-2-one CC1=CC(OC2=CC3=C(C=C12)C=CC(=C3)N3CCOCC3)=O